CN1OC(C2=C1C=CC=C2)N2C(C(C1=CC=CC=C21)=O)=O 1-(1-methyl-1,3-dihydrobenzo[c]isoxazol-3-yl)indoline-2,3-dione